CC(C)(C1=CC=C(C=C1)O)C1=CC=C(C=C1)O 4,4'-(Propan-2,2-diyl)diphenol